ClC1=C(C=CC=C1)[C@H](C)NC=1C=2N(C(=NC1)C(=O)N[C@H](C)\C=C\S(=O)(=O)C)C=CN2 8-(((S)-1-(2-Chlorophenyl)ethyl)amino)-N-((R,E)-4-(methylsulfonyl)but-3-en-2-yl)imidazo[1,2-c]pyrimidine-5-carboxamide